ClC=1C(=C(C(N(N1)C)=O)C=1C2=C(SC1C)C=CC=C2Cl)O 6-chloro-4-(4-chloro-2-methylbenzo[b]thien-3-yl)-5-hydroxy-2-methyl-3(2H)-pyridazinone